O1C(=NC=2C=NC=CC21)CNC(=O)[C@H]2N(CC1(OCCO1)C2)C(CNC(=O)C=2C=CC=1SC3=CC=CC=C3OC1C2)=O (S)-N-(oxazolo[4,5-c]pyridin-2-ylmethyl)-7-((phenoxathiine-3-carbonyl)glycyl)-1,4-dioxa-7-azaspiro[4.4]nonane-8-carboxamide